3-hydroxy-4,5,7,8-tetrahydro-6H-cyclohepta[d]isoxazol-6-one OC1=NOC2=C1CCC(CC2)=O